N-(3-methyl-3,4-dihydro-2H-1-benzopyran-4-yl)-3-[1-(oxan-2-yl)indazol-6-yl]prop-2-enamide CC1COC2=C(C1NC(C=CC1=CC=C3C=NN(C3=C1)C1OCCCC1)=O)C=CC=C2